N-(4,4-dimethylcyclohexyl)-2-methoxy-4H-pyrrolo[2,3-d]thiazole-5-carboxamide CC1(CCC(CC1)NC(=O)C1=CC2=C(N=C(S2)OC)N1)C